C(CC\C=C/C\C=C/C\C=C/C\C=C/C\C=C/C\C=C/CC)(=O)NCCOCCOCCNC(OC(C)(C)C)=O tert-Butyl (2-(2-(2-((4Z,7Z,10Z,13Z,16Z,19Z)-docosa-4,7,10,13,16,19-hexaenamido)ethoxy)ethoxy)ethyl)carbamate